tributyl-N,N',N''-trimethylolmelamine C(CCC)N(C1=NC(=NC(=N1)N(CO)CCCC)N(CO)CCCC)CO